FC=1C=C(C=CC1C1(COC1)OC)C(=O)N1CCC(CC1)OC1=CC=C(C=C1)C(F)(F)F (3-fluoro-4-(3-methoxyoxetan-3-yl)phenyl)(4-(4-(trifluoromethyl)phenoxy)piperidin-1-yl)methanone